FC=1C=C(C=CC1F)[C@H]1[C@@H](CN(C1)CCOC)NC(=O)NC1=C(C(=NN1C)OC)C1=CC=CC=C1 1-((3s,4r)-4-(3,4-difluorophenyl)-1-(2-methoxyethyl)pyrrolidin-3-yl)-3-(3-methoxy-1-methyl-4-phenyl-1H-pyrazol-5-yl)urea